CS(=O)(=O)OC(C)C1=NC=CC(=N1)OC1CCN(CC1)C(=O)OC(C)(C)C tert-Butyl 4-((2-(1-((methylsulfonyl)oxy)ethyl)pyrimidin-4-yl)oxy)piperidine-1-carboxylate